C(C)(C)C1=C(NC2=CC=C(C=C12)C1CCNCC1)C=1C=C2C=CC=NC2=C(C1)C 6-(3-isopropyl-5-(piperidin-4-yl)-1H-indol-2-yl)-8-methylquinoline